3-{3-[cyclobutyl(4-fluorophenyl)methoxy]-4-(2,2,2-trifluoroethanesulfonamido)phenyl}-5-[(pyrazin-2-yl)amino]-1H-pyrazole-4-carboxamide C1(CCC1)C(OC=1C=C(C=CC1NS(=O)(=O)CC(F)(F)F)C1=NNC(=C1C(=O)N)NC1=NC=CN=C1)C1=CC=C(C=C1)F